N-(4-(piperidin-4-yl)phenyl)-6-(thiazol-2-yl)imidazo[1,2-a]Pyrazin-8-amine N1CCC(CC1)C1=CC=C(C=C1)NC=1C=2N(C=C(N1)C=1SC=CN1)C=CN2